FC=1C=C(C(=O)NCC2CCNCC2)C=C(C1)CN1C(C2=CC=C(C=C2C=C1)C1=CC=NN1C)=O 3-Fluoro-5-((6-(1-methyl-1H-pyrazol-5-yl)-1-oxoisoquinolin-2(1H)-yl)methyl)-N-(piperidin-4-ylmethyl)benzamide